6-(8-Fluoro-2-methylimidazo[1,2-a]pyridin-6-yl)-2-(1-methylpiperidin-4-yl)quinazolin-4(3H)-one FC=1C=2N(C=C(C1)C=1C=C3C(NC(=NC3=CC1)C1CCN(CC1)C)=O)C=C(N2)C